C(C)(C)(C)OC(=O)NCCCCOC1CN(C1)C(=O)OCC1=CC=CC=C1 Benzyl 3-(4-((tert-butoxycarbonyl)amino)butoxy)azetidine-1-carboxylate